2-(3-chlorophenoxy)-5-hydroxy-8-bromo-1,7-naphthyridine ClC=1C=C(OC2=NC3=C(N=CC(=C3C=C2)O)Br)C=CC1